2-(1-adamantyl)-N-(8-oxo-5-phenylpyrido[2,3-d]pyridazin-7(8H)-yl)acetamide C12(CC3CC(CC(C1)C3)C2)CC(=O)NN2N=C(C3=C(C2=O)N=CC=C3)C3=CC=CC=C3